(3-chloro-6-(difluoromethyl)-2-fluorophenyl)pyrazine ClC=1C(=C(C(=CC1)C(F)F)C1=NC=CN=C1)F